C(C)(C)(C)OCCOCCCCO 4-(2-tert-butoxyethoxy)-1-butanol